2-Methyl-9,10-bis(naphthalen-2-yl)anthracene CC1=CC2=C(C3=CC=CC=C3C(=C2C=C1)C1=CC2=CC=CC=C2C=C1)C1=CC2=CC=CC=C2C=C1